(R)-2,2-difluoro-3-((1-(5-methoxy-1H-indol-3-yl)propan-2-yl)amino)propan-1-ol FC(CO)(CN[C@@H](CC1=CNC2=CC=C(C=C12)OC)C)F